[Cl-].FC1=C(C=C(C(=C1)F)OC[C@H](C)NS(=O)(=O)C(F)(F)F)C[NH3+] [2,4-difluoro-5-[(2S)-2-(trifluoromethyl-sulfonylamino)propoxy]phenyl]methylammonium chloride